2-(4-(2,4-difluorophenoxy)piperidin-1-yl)-3-(1-ethyl-1H-pyrazol-4-yl)-6-(S-methylsulfonimidoyl)-5,6,7,8-tetrahydropyrido[3,4-b]pyrazine FC1=C(OC2CCN(CC2)C=2N=C3C(=NC2C=2C=NN(C2)CC)CN(CC3)S(=O)(=N)C)C=CC(=C1)F